NC12CC(C1)(C2)NC(OC(C)(C)C)=O tert-butyl 3-aminobicyclo[1.1.1]pentan-1-ylcarbamate